2-[[5-(4-chloro-2-fluoro-phenyl)-3-ethyl-triazol-4-yl]methyl]-5-[(7S)-7-fluoro-5-oxa-2-azaspiro[3.5]nonan-2-yl]pyridazin-3-one ClC1=CC(=C(C=C1)C1=C(N(N=N1)CC)CN1N=CC(=CC1=O)N1CC2(C1)OC[C@H](CC2)F)F